Methyl (S)-5-((2-fluoro-benzoyl-4-chlorophenyl)amino)-4-((tert-butoxycarbonyl)amino)-5-oxopentanoate FC1=C(C(=O)C2=C(C=CC(=C2)Cl)NC([C@H](CCC(=O)OC)NC(=O)OC(C)(C)C)=O)C=CC=C1